C(C1=CC=CC=C1)(C1=CC=CC=C1)[C@@H]1N2C(C=3N(C1)C(=CN3)Cl)=C(C(C=C2)=O)O (S)-6-Benzhydryl-3-chloro-11-hydroxy-5,6-dihydro-10H-imidazo[1,2-a]pyrido[2,1-c]pyrazin-10-one